9-Methyl-3-oxo-1,3,5,6,7,8-hexahydro-pyrrolo[3,4-b]quinoline-2-carboxylic acid tert-butyl ester C(C)(C)(C)OC(=O)N1C(C2=NC=3CCCCC3C(=C2C1)C)=O